C1(CC1)[C@H](C(C)(C)O)N1C(C2=C(C(=C(C=C2C1)F)F)I)=O (R)-2-(1-cyclopropyl-2-hydroxy-2-methylpropyl)-5,6-difluoro-7-iodoisoindolin-1-one